(S)-7-(1-(4-amino-3-(3-fluoro-4-(2,2,2-trifluoroethoxy)phenyl)-1H-pyrazolo[3,4-d]pyrimidin-1-yl)ethyl)-3-methyl-6-phenyl-5H-thiazolo[3,2-a]pyridin-5-one NC1=C2C(=NC=N1)N(N=C2C2=CC(=C(C=C2)OCC(F)(F)F)F)[C@@H](C)C=2C=C1N(C(C2C2=CC=CC=C2)=O)C(=CS1)C